(S)-1-benzyl-3-pyrrolidinol C(C1=CC=CC=C1)N1C[C@H](CC1)O